SCSC(C(SCC1SCSC1SCS)SC(C(SCS)SCS)SCS)SCS 4-{3-bis(mercaptomethylthio)methyl-5,6-bis(mercaptomethylthio)-8-mercapto-2,4,7-trithiaoctyl}-5-mercaptomethylthio-1,3-dithiolane